FCCOC=1C=C(C=CC1)[C@@H](C1CCN(CC1)C(=O)C=1C=CC2=C(NC(CO2)=O)C1)C1=CC=C(C=C1)F 6-[4-[(S)-[3-(2-fluoroethoxy)phenyl]-(4-fluorophenyl)methyl]piperidine-1-carbonyl]-4H-1,4-benzoxazin-3-one